2,6-dichloro-4-pyridinecarboxamide ClC1=NC(=CC(=C1)C(=O)N)Cl